C(C)N(CCOCCOCC(=O)[O-])CCOC1=C(C=C(C=C1)OC1=C(C=CC2=CC(=CC=C12)O)C1=CC=C(C=C1)S(=O)(=O)C)C(C)(C)C 2-(2-(2-(ethyl(2-(tert-Butyl 4-((6-hydroxy-2-(4-(methylsulfonyl)phenyl)naphthalen-1-yl)oxy)phenoxy)ethyl)amino)ethoxy)ethoxy)acetate